trifluoropropyl-methyl-cyclotrisiloxane 2,3-dihydroxypropan-2-yl-octadecanoate OC(C)(CO)OC(CCCCCCCCCCCCCCCCC)=O.FC(CC[Si]1(O[SiH2]O[SiH2]O1)C)(F)F